NC1=NC(=C(C=2N1N=C(N2)CC2=C(C=CC=C2F)F)C=2C(N(C=CC2)C(CC(S[O-])S[O-])C)=O)C2=CC=C(C=C2)F (5-amino-2-(2,6-difluorobenzyl)-7-(4-fluorophenyl)-[1,2,4]Triazolo[1,5-c]Pyrimidin-8-yl)-1-(1,1-dioxidothiobutan-3-yl)pyridin-2(1H)-one